N-(3-fluoro-4-((7-(2-(4-hydroxy-4-methylpiperidin-1-yl)ethoxy)-6-methoxyquinolin-4-yl)oxy)phenyl)-5-(4-fluorophenyl)-6-oxo-2,3,5,6-tetrahydrofuro[3,2-c]pyridine-7-carboxamide FC=1C=C(C=CC1OC1=CC=NC2=CC(=C(C=C12)OC)OCCN1CCC(CC1)(C)O)NC(=O)C1=C2C(=CN(C1=O)C1=CC=C(C=C1)F)CCO2